2-[[1-[(2-chloro-6-fluorophenyl)methyl]piperidin-4-yl]methyl]-6-(2,4-dimethyl-1,3-thiazol-5-yl)pyridazin-3-one ClC1=C(C(=CC=C1)F)CN1CCC(CC1)CN1N=C(C=CC1=O)C1=C(N=C(S1)C)C